C(CCC)(=O)[C@](O)(C[N+](C)(C)C)CC([O-])=O (r)-butyrylcarnitine